8-(1,3-benzothiazol-2-ylcarbamoyl)-3,4-dihydroisoquinolin S1C(=NC2=C1C=CC=C2)NC(=O)C=2C=CC=C1CCN=CC21